BrC1=C(C(=C2C=CC3=CC(=CC4=CC=C1C2=C34)C(C)(C)C)Br)O 1,3-dibromo-7-tert-butyl-2-hydroxypyrene